1-(4-hydroxy-3-methoxy-5-iodophenyl)ethanol OC1=C(C=C(C=C1I)C(C)O)OC